C(CCCC)[C@@H]1CC[C@H](CC1)C1=CC=C(OCCCCCCO)C=C1 6-[4-(trans-4-pentylcyclohexyl)phenoxy]hexanol